N1-(2,2,2-trifluoroethyl)cyclohexane-1,4-diamine dihydrochloride Cl.Cl.FC(CNC1CCC(CC1)N)(F)F